L-3-hydroxyphenylalanine OC=1C=C(C[C@H](N)C(=O)O)C=CC1